CN1CCC12CCN(CC2)C2=NC1=C(N2C(=O)NCC#CC(C)C)C=CC=C1 (1-Methyl-1,7-diazaspiro[3.5]nonan-7-yl)-N-(4-methylpent-2-yn-1-yl)-1H-benzo[d]imidazole-1-carboxamide